4-amino-2-(2,6-dioxo-3-piperidinyl)-1H-isoindol-1,3(2H)-dione NC1=C2C(N(C(C2=CC=C1)=O)C1C(NC(CC1)=O)=O)=O